COC(=O)C=1N=C(OC1)\C=C\C1=CC=NC=C1 (E)-2-(2-(pyridin-4-yl)vinyl)oxazole-4-carboxylic acid methyl ester